ClC1=C(C(=O)O)C=CC(=N1)C1=CC=C(C=C1)OC 2-chloro-6-(4-methoxyphenyl)nicotinic acid